N-[3-chloro-4-[4-(piperidine-4-carbonyl)piperazine-1-carbonyl]phenyl]-5-[1-(cyclopropylmethyl)-3-(trifluoromethyl)pyrazol-4-yl]-1-methylimidazole-2-carboxamide ClC=1C=C(C=CC1C(=O)N1CCN(CC1)C(=O)C1CCNCC1)NC(=O)C=1N(C(=CN1)C=1C(=NN(C1)CC1CC1)C(F)(F)F)C